3-(4-bromo-1H-pyrazol-1-yl)pyrrolidine-1-carboxylic acid tert-butyl ester C(C)(C)(C)OC(=O)N1CC(CC1)N1N=CC(=C1)Br